NC1=NC=2C=C(C(=CC2C2=C1C=NN2C)C(=O)N(N(C)C(=O)C2CC2)CC2=NC=C(C=C2)C(F)(F)F)F 4-amino-N'-(cyclopropanecarbonyl)-7-fluoro-N',1-dimethyl-N-[[5-(trifluoromethyl)-2-pyridyl]methyl]pyrazolo[4,3-c]quinoline-8-carbohydrazide